tert-butyl N-{(3S)-1-[3-methyl-5-(4-pyrrolidin-1-ylmethylphenyl)thiophen-2-yl]carbonylpyrrolidin-3-yl}carbamate CC1=C(SC(=C1)C1=CC=C(C=C1)CN1CCCC1)C(=O)N1C[C@H](CC1)NC(OC(C)(C)C)=O